BrCC1=CC=C(C=C1)C=1N=NNN1 5-(4-(bromomethyl)phenyl)-2H-tetrazole